COC(=O)C=1C(=CC2=C(OCCN2)C1)OC 6-methoxy-3,4-dihydro-2H-benzo[b][1,4]oxazine-7-carboxylic acid methyl ester